COC1=C(C=C(C=O)C=C1[N+](=O)[O-])C1=NN(C=N1)C 4-Methoxy-3-(1-methyl-1H-1,2,4-triazol-3-yl)-5-nitrobenzaldehyde